1,3,5-trimethyl-2,4,6-tris(3,5-ditert-butyl-4-hydroxybenzyl)benzene CC1=C(C(=C(C(=C1CC1=CC(=C(C(=C1)C(C)(C)C)O)C(C)(C)C)C)CC1=CC(=C(C(=C1)C(C)(C)C)O)C(C)(C)C)C)CC1=CC(=C(C(=C1)C(C)(C)C)O)C(C)(C)C